C(C1=CC=CC=C1)C=1NC(=NN1)C=1C=C(OC=2C(=C3C=CNC3=CC2)CNC(C)=O)C=CC1 N-((5-(3-(5-Benzyl-4H-1,2,4-triazol-3-yl)phenoxy)-1H-indol-4-yl)methyl)acetamide